(2S)-2-[(3-chloro-2,4-difluoro-phenyl)methoxy]-3-octadecyloxy-propan-1-ol ClC=1C(=C(C=CC1F)CO[C@@H](CO)COCCCCCCCCCCCCCCCCCC)F